N1N=CC2=CC=C(C=C12)C=1N=C(C=2N(C1)C=NN2)NC2=CC(=C(C=C2)N2CCOCC2)C 6-(1H-indazol-6-yl)-N-(3-methyl-4-morpholinophenyl)-[1,2,4]Triazolo[4,3-a]Pyrazin-8-amine